2-(2-chloro-3-(methoxymethoxy)pyridin-4-yl)acetonitrile ClC1=NC=CC(=C1OCOC)CC#N